C(C)OCOCCCC(CC(CC(C)[Li])C)C 8-ethoxymethoxy-1,3,5-trimethyloctyllithium